C(C)(C)(C)OC(=O)NCC(COC1=C(C(=O)OC)C=C(C=C1)F)(C)C methyl 2-(3-((tert-Butoxycarbonyl) amino)-2,2-dimethylpropoxy)-5-fluorobenzoate